FC(C(=O)O)(F)F.C(C)S(=O)(=O)C=1C=C(C=CC1)C(CC=C(F)F)N1N=CC(=C1)C=1C2=C(N=CN1)NC=C2 4-(1-{1-[3-(ethylsulfonyl)-phenyl]-4,4-difluorobut-3-en-1-yl}-1H-pyrazol-4-yl)-7H-pyrrolo[2,3-d]pyrimidine trifluoroacetate